CC(C)(C)C1CCC(CC1)=O 4-(2-methyl-2-propanyl)cyclohexanone